O1C=NC=C1C1=NC=CC(=C1)CNC(OC(C)(C)C)=O tert-butyl N-([2-(1,3-oxazol-5-yl)pyridin-4-yl]methyl)carbamate